N1CC(C1)OCCO 2-(azetidin-3-yloxy)ethane-1-ol